7-(quinolin-6-ylmethyl)imidazo[1,2-b][1,2,4]triazin N1=CC=CC2=CC(=CC=C12)CC1=CN=C2N1N=CC=N2